N-(9,9-dimethyl-9H-fluoren-2-yl)-9,9'-spirobi[fluorene]-2-amine CC1(C2=CC=CC=C2C=2C=CC(=CC12)NC1=CC=2C3(C4=CC=CC=C4C2C=C1)C1=CC=CC=C1C=1C=CC=CC13)C